6-bromo-4-fluoro-1-(3-hydroxy-3-methylbutyl)-3-methyl-1,3-dihydro-2H-benzo[d]imidazol-2-one BrC=1C=C(C2=C(N(C(N2C)=O)CCC(C)(C)O)C1)F